2,4-dichloro-benzoyl peroxide ClC1=C(C(=O)OOC(C2=C(C=C(C=C2)Cl)Cl)=O)C=CC(=C1)Cl